C1(CC1)C1=NC(=CC(=C1)C1=NC=C(C=C1C1=NN=CN1C)C#N)N1C(C2=C3C(C=CC=C13)=CC(=C2)C2CN(CCC2)C)=O 2'-Cyclopropyl-3-(4-methyl-4H-1,2,4-triazol-3-yl)-6'-(4-(1-methylpiperidin-3-yl)-2-oxobenzo[cd]indol-1(2H)-yl)-[2,4'-bipyridine]-5-carbonitrile